C(CCCCCCC)OC1=CC=C(C=C1)[I+]C1=CC=CC=C1 p-octyloxyphenyl-phenyliodonium